FC(C(=O)O)(F)F.C1=NC=CC2=CC=CC=C12 Isoquinoline trifluoroacetate